(dimethyl-2-mercaptoacetoxysiloxy)silane C[Si](O[SiH3])(OC(CS)=O)C